methyl-5-(dimethylamino)2-methyl-oxopentanoate CC(C(=O)[O-])(C(CCN(C)C)=O)C